ClC1=CC2=C(N=C(O2)C2CCN(CC2)C2=C(C(N(C3=CC(=CC=C23)OC)C)=O)C#N)C=C1 4-[4-(6-Chloro-1,3-benzooxazol-2-yl)piperidin-1-yl]-7-methoxy-1-methyl-2-oxo-1,2-dihydroquinoline-3-carbonitrile